4,4,4-trifluoro-1-{4-[(4-vinylbenzyl)oxy]phenyl}butane-1,3-dione FC(C(CC(=O)C1=CC=C(C=C1)OCC1=CC=C(C=C1)C=C)=O)(F)F